(3aR,6aS)-tert-Butyl 5-(((4-fluorophenoxy)carbonothioyl)oxy)hexahydrocyclopenta[c]pyrrole-2(1H)-carboxylate FC1=CC=C(OC(=S)OC2C[C@@H]3[C@@H](CN(C3)C(=O)OC(C)(C)C)C2)C=C1